O=C1N(CCC(N1)=O)C=1C=CC(=NC1)N1CCC(CC1)C(=O)O 1-(5-(2,4-DIOXOTETRAHYDROPYRIMIDIN-1(2H)-YL)PYRIDIN-2-YL)PIPERIDINE-4-CARBOXYLIC ACID